tert-butyl (S)-((6-hydroxypyridazin-3-yl)methyl)(1-(pyrimidin-2-yl)ethyl)carbamate OC1=CC=C(N=N1)CN(C(OC(C)(C)C)=O)[C@@H](C)C1=NC=CC=N1